Cl.N[C@H](C(=O)OC)CC1=CC=CC=C1 methyl (S)-2-amino-3-phenylpropionate hydrochloride